FC(OC1=CC=C(O[C@@H]2[C@@H](CCCC2)CC#C)C=C1)(F)F (1S,2S)-trans-2-(4-(trifluoromethoxy)phenoxy)cyclohexylprop-2-yn